N[C@H]1CN(CC1)C=1C2=CN(N=C2C=CC1NC(=O)C1=NN(C(C=C1)=O)C1=C(C=CC=C1F)F)CC(C)C (R)-N-(4-(3-aminopyrrolidin-1-yl)-2-isobutyl-2H-indazol-5-yl)-1-(2,6-difluorophenyl)-6-oxo-1,6-dihydropyridazine-3-carboxamide